1-{4-[7-(2-amino-7-fluoro-1,3-benzothiazol-4-yl)-6-chloro-8-fluoroquinazolin-4-yl]piperazin-1-yl}prop-2-en-1-one NC=1SC2=C(N1)C(=CC=C2F)C2=C(C=C1C(=NC=NC1=C2F)N2CCN(CC2)C(C=C)=O)Cl